B1(C2=CC=CC=C2C=NN1S(=O)(=O)C3=CC=C(C=C3)C)O The molecule is a organonitrogen heterocyclic compound consisting of 2,3,1-benzodiazaborinine substituted at positions 1 and 2 by hydroxy and 4-toluenesufonyl groups respectively. It is an organoboron compound, an organonitrogen heterocyclic compound and a sulfonamide.